N-(3-chloro-4-(5-(trifluoromethyl)isoxazol-3-yl)phenyl)acrylamide ClC=1C=C(C=CC1C1=NOC(=C1)C(F)(F)F)NC(C=C)=O